5-bromo-6-isopropoxy-2-(1-(methoxymethyl)-2-oxabicyclo[2.1.1]hexan-4-yl)-2H-pyrazolo[3,4-b]pyridine BrC1=CC=2C(N=C1OC(C)C)=NN(C2)C21COC(C2)(C1)COC